2-ethyl-4-methylthiazole-5-carbonyl isothiocyanate C(C)C=1SC(=C(N1)C)C(=O)N=C=S